8-chloro-2-{1-((1S)-1-(4,4-difluorocyclohexyl)ethyl)-1H-pyrazol-4-yl}-7-[(2-methyl-1H-1,3-benzodiazol-6-yl)oxy]quinoxaline ClC=1C(=CC=C2N=CC(=NC12)C=1C=NN(C1)[C@@H](C)C1CCC(CC1)(F)F)OC=1C=CC2=C(NC(=N2)C)C1